5-(3,5-difluorophenoxy)-3-hydroxy-2,3,4-trimethyl-2,3-dihydrobenzo[d]isothiazole-1,1-dioxide FC=1C=C(OC=2C=CC3=C(C(N(S3(=O)=O)C)(C)O)C2C)C=C(C1)F